COC=1C=C2C(=CNC2=CC1)CCN1CCC(CC1)(COC)N(C(=O)C=1OC=CC1)C1=CC=CC=C1 N-(1-(2-(5-methoxy-1H-indol-3-yl)ethyl)-4-(methoxymethyl)piperidin-4-yl)-N-phenylfuran-2-carboxamide